1-(1-(4-(6-(Dimethylamino)pyridin-3-yl)benzyl)-1H-indol-5-yl)-5-methyl-1H-pyrazol-3-carboxamid CN(C1=CC=C(C=N1)C1=CC=C(CN2C=CC3=CC(=CC=C23)N2N=C(C=C2C)C(=O)N)C=C1)C